S(=O)(=O)(O)O.C(CCCCC)OC1=CC=CC=C1 hexylphenyl ether sulfate